1-(2,5-difluorophenyl)-3-(3-fluoro-4-(7-(5-methyl-1H-imidazol-2-yl)-1-oxoisoindolin-4-yl)phenyl)urea FC1=C(C=C(C=C1)F)NC(=O)NC1=CC(=C(C=C1)C1=C2CNC(C2=C(C=C1)C=1NC(=CN1)C)=O)F